Ethyl 2-(2-chloro-4-fluorobenzyl)-3-oxobutanoate ClC1=C(CC(C(=O)OCC)C(C)=O)C=CC(=C1)F